[Si](C1=CC=CC=C1)(C1=CC=CC=C1)(C(C)(C)C)OCC1=NNC(N1CC)=O 3-(((tert-butyldiphenylsilyl)oxy)methyl)-4-ethyl-1H-1,2,4-triazol-5(4H)-one